SC(C(C)O)O mercapto-1,2-propylene glycol